CC1=C2C(=CC=3C=4C=CC=CC4N(C13)C)C(=NC=C2)C(=O)NCCNC(OC(C)(C)C)=O tert-butyl (2-(5,6-dimethyl-6H-pyrido[4,3-b]carbazole-1-carboxamido)ethyl)carbamate